N-(4-((4-ethyl-2-(N-methylmethanesulfonamido)phenyl)amino)-2-methyl-3-oxo-2,3-dihydro-1H-pyrazolo[3,4-b]pyridin-6-yl)cyclopropanecarboxamide C(C)C1=CC(=C(C=C1)NC1=C2C(=NC(=C1)NC(=O)C1CC1)NN(C2=O)C)N(S(=O)(=O)C)C